NC1=CC=C(C=C1)S(=O)(=O)C(C)P(OC)(OC)=O dimethyl 1-(4-aminophenylsulfonyl)ethylphosphonate